(R)-5-methyl-2-(4-((1-methylpiperidin-3-yl)amino)thieno[3,4-d]pyridazin-1-yl)phenol CC=1C=CC(=C(C1)O)C1=NN=C(C=2C1=CSC2)N[C@H]2CN(CCC2)C